FC(CN1N=C(C=2C1=NC(=CN2)N2CCC1(CC(N(C1)C=1C=NC(=CC1)C(F)(F)F)=O)CC2)C)F 8-[1-(2,2-difluoroethyl)-3-methyl-1H-pyrazolo[3,4-b]pyrazin-6-yl]-2-[6-(trifluoromethyl)pyridin-3-yl]-2,8-diazaspiro[4.5]decan-3-one